ClC=1C=C(C=CC1)N=C(NC(C1=C(C=C(C=C1)Cl)Cl)=O)SCC(=O)OCC Ethyl {[N'-(3-chlorophenyl)-N-(2,4-dichlorobenzoyl)carbamimidoyl]sulfanyl}acetate